N5-cyclobutyl-N3-methyl-2-oxo-1,2-dihydropyridine-3,5-dicarboxamide C1(CCC1)NC(=O)C=1C=C(C(NC1)=O)C(=O)NC